3-acetyl-7-methoxy-4-(4-methylpiperazin-1-yl)-2H-benzopyran-2-one C(C)(=O)C=1C(OC2=C(C1N1CCN(CC1)C)C=CC(=C2)OC)=O